C(C)(CC)C1C(NC2=C(CN1C(C(C)NC(C)=O)=O)C=CC=C2)=O N-(1-(3-(sec-butyl)-2-oxo-1,2,3,5-tetrahydro-4H-benzo[1,4]diazepin-4-yl)-1-oxopropan-2-yl)acetamide